stannum dioxide [Sn](=O)=O